ClC=1C=C(NC2(CCC3(C(CC4=CC=CC=C34)C[C@H](COC3=C(C=NC=4CCCCC34)C)C)CC2)C(=O)O)C=CC1 4-(3-Chloroanilino)-2'-{(2R)-2-methyl-3-[(3-methyl-5,6,7,8-tetrahydroquinolin-4-yl)oxy]propyl}-2',3'-dihydrospiro[cyclohexane-1,1'-indene]-4-carboxylic acid